N-(4-{2-[(3S)-3-(hydroxymethyl)pyrrolidinyl]-2-oxoethyl}phenyl){[(4-fluorophenyl)methyl]amino}carboxamide OC[C@@H]1CN(CC1)C(CC1=CC=C(C=C1)NC(=O)NCC1=CC=C(C=C1)F)=O